C(C1=CC=CC=C1)OCC(C)(C)C1=CC(=C(C=C1)OC)Br 4-(1-(Benzyloxy)-2-methylpropan-2-yl)-2-bromo-1-methoxybenzene